calcium ((2R,3R,4R,5R)-5-(2-amino-1,9-dihydro-6H-purin-6-one-9-yl)-4-methoxy-3-hydroxytetrahydrofuran-2-yl)-methyl butyl phosphate P(=O)(OC[C@H]1O[C@H]([C@@H]([C@@H]1O)OC)N1C=2N=C(NC(C2N=C1)=O)N)(OCCCC)[O-].[Ca+2].NC=1NC(C=2N=CN(C2N1)[C@H]1[C@@H]([C@@H]([C@H](O1)COP(=O)(OCCCC)[O-])O)OC)=O